(R)-4,5-dimethyl-N-(1-methylpiperidin-3-yl)-6-(4-(trifluoromethyl)-1H-benzo[d][1,2,3]triazol-7-yl)pyridazin-3-amine CC1=C(N=NC(=C1C)C1=CC=C(C2=C1NN=N2)C(F)(F)F)N[C@H]2CN(CCC2)C